2-AMINOCYCLOHEX-1-ENECARBOXYLIC ACID NC1=C(CCCC1)C(=O)O